(1-(2-(3-Fluoro-5-(trifluoromethyl)benzyl)pyridin-4-yl)-3-methyl-1H-pyrazol-4-yl)(pyrrolidin-1-yl)methanon FC=1C=C(CC2=NC=CC(=C2)N2N=C(C(=C2)C(=O)N2CCCC2)C)C=C(C1)C(F)(F)F